5-(tert-butyl)-N-(2-methyl-4-(6-(1-methyl-1H-pyrazol-3-yl)pyrrolo[2,1-f][1,2,4]triazin-4-yl)benzyl)-1,2,4-oxadiazole-3-carboxamide C(C)(C)(C)C1=NC(=NO1)C(=O)NCC1=C(C=C(C=C1)C1=NC=NN2C1=CC(=C2)C2=NN(C=C2)C)C